ClC=1C=C2C(N3CC=4C(=CC=CC4C4=C(C=C(C(NS(C(C1OC)=C2)(=O)=O)=C4)F)F)C3)=O 13-chloro-19,21-difluoro-14-methoxy-16,16-dioxo-16λ6-thia-9,17-diazapentacyclo[16.3.1.16,9.111,15.02,7]tetracosan-1(21),2(7),3,5,11,13,15(23),18(22),19-nonaen-10-one